Tert-butyl (3R,5'S)-5-bromo-5'-(hydroxymethyl)-2-oxospiro[indoline-3,3'-pyrrolidine]-1'-carboxylate BrC=1C=C2C(=CC1)NC([C@@]21CN([C@@H](C1)CO)C(=O)OC(C)(C)C)=O